6-chloro-4-hydroxy-N-(1-{5-[cis-3-(trifluoromethoxy)cyclobutyl]-1,3,4-oxadiazol-2-yl}-2-oxabicyclo[2.2.2]oct-4-yl)-3,4-dihydro-2H-1-benzopyran-2-carboxamide ClC=1C=CC2=C(C(CC(O2)C(=O)NC23COC(CC2)(CC3)C=3OC(=NN3)[C@@H]3C[C@@H](C3)OC(F)(F)F)O)C1